OC1CN(CC1)C=1C=C(C(=NC1)C(F)(F)F)NC(C1=NC(=CC=C1)C=1C=NN(C1)C)=O N-(5-(3-hydroxypyrrolidin-1-yl)-2-(trifluoromethyl)pyridin-3-yl)-6-(1-methyl-1H-pyrazol-4-yl)picolinamide